C(CC)[C@@H]1CC[C@H](CC1)C1=CC=C(OC(=O)C2=CC=C(OCCCCCCOC(CCC=O)=O)C=C2)C=C1 {6-(4-(4-(trans-4-propylcyclohexyl)phenoxycarbonyl)phenoxy)hexyloxy}butane-1,4-dione